4-[(3R)-3-[(2S)-3-methoxy-2-[[6-oxo-5-(trifluoromethyl)-1,6-dihydropyridazin-4-yl]oxy]propoxy]butanoyl]piperazin COC[C@@H](CO[C@@H](CC(=O)N1CCNCC1)C)OC=1C=NNC(C1C(F)(F)F)=O